γ-trityl-L-β-homoasparagine C(C1=CC=CC=C1)(C1=CC=CC=C1)(C1=CC=CC=C1)C([C@H](N)CC(=O)O)C(N)=O